CN(C(O)=O)[C@H]1C[C@@H](CC1)N1C(N(C=2C=NC(=CC21)NC2=CC(=CC(=C2)C2CCOCC2)N)C)=O.C(=O)(OCC2C1=CC=CC=C1C1=CC=CC=C21)N[C@@H](CC2=CC=CC=C2)C(=O)O N-Fmocphenylalanine Methyl-((1R,3R)-3-(6-((3-amino-5-(tetrahydro-2H-pyran-4-yl)phenyl)amino)-3-methyl-2-oxo-2,3-dihydro-1H-imidazo[4,5-c]pyridin-1-yl)cyclopentyl)carbamate